1-ethyl-3-(prop-1-en-2-yl)-1H-pyrazole C(C)N1N=C(C=C1)C(=C)C